FC[C@](C)(O)C1=C2CCN([C@H](C2=CC=C1)C)C(C)=O 1-[(1S)-5-((1R)-2-fluoro-1-hydroxy-1-Methyl-ethyl)-1-methyl-3,4-dihydro-1H-isoquinolin-2-yl]Ethanone